2-(hexyloxy)ethane C(CCCCC)OCC